(3S)-3-(4,4'-difluoro-2',5,6'-trimethyl-[1,1'-biphenyl]-3-yl)-3-(2-(5-(2-(dimethylamino)ethyl)-2-oxo-4-(trifluoromethyl)pyridin-1(2H)-yl)pentanamido)propanoic acid FC1=C(C=C(C=C1C)C1=C(C=C(C=C1C)F)C)[C@H](CC(=O)O)NC(C(CCC)N1C(C=C(C(=C1)CCN(C)C)C(F)(F)F)=O)=O